FC1=CC=C(OCCS(=O)(=O)NC=2C(=NOC2C2=CC=C(C(=N2)C)NC(=O)[C@@H]2[C@H](CCCC2)C(=O)O)C)C=C1 (1S,2S)-2-((6-(4-((2-(4-fluorophenoxy)ethyl)sulfonamido)-3-methylisoxazol-5-yl)-2-methylpyridin-3-yl)carbamoyl)cyclohexane-1-carboxylic acid